tetramethyldodecahydro-1H-3,5a-epoxynaphtho[2,1-c]oxepine CC1(C(C2C3(COC1O3)CCC3CCCCC32)(C)C)C